di(propynyloxymethyl)butylbenzyl-ammonium chloride [Cl-].C(#CC)OC[N+](CC1=CC=CC=C1)(CCCC)COC#CC